FC1=CC=C(C=C1)C=1C2=C(C(N(C1)C)=O)N(C=C2)C 4-(4-Fluorophenyl)-1,6-dimethyl-1,6-dihydro-7H-pyrrolo[2,3-c]pyridin-7-one